C1OC(OCC12CCNCC2)CCN(C=2C=CC(=NC2)C#N)CC2=CC(=C(C=C2)OC)F 5-((2-(2,4-dioxa-9-azaspiro[5.5]undecan-3-yl)ethyl)(3-fluoro-4-methoxybenzyl)amino)picolinonitrile